2-(4-chlorobenzyl)-N3-Cyclopentyl-quinoxaline-2,3-diamine ClC1=CC=C(CC2(NC3=CC=CC=C3N=C2NC2CCCC2)N)C=C1